CC1=CN=C(S1)NCC#C 5-methyl-N-(2-propyn-1-yl)-2-thiazolamine